(S)-2-((((9H-fluoren-9-yl)methoxy)carbonyl)amino)-3-(6-((tetrahydro-2H-pyran-4-yl)oxy)pyridin-3-yl)propanoic acid C1=CC=CC=2C3=CC=CC=C3C(C12)COC(=O)N[C@H](C(=O)O)CC=1C=NC(=CC1)OC1CCOCC1